2-[(2-Fluorobenzoyl)amino]-3-methoxy-N-(2-morpholin-4-ylethyl)benzamid FC1=C(C(=O)NC2=C(C(=O)NCCN3CCOCC3)C=CC=C2OC)C=CC=C1